methyl 2-[4-[2-[(4-chloro-2-fluoro-phenyl)methoxy]-3-pyridyl]-2,5-difluoro-phenyl]acetate ClC1=CC(=C(C=C1)COC1=NC=CC=C1C1=CC(=C(C=C1F)CC(=O)OC)F)F